(2S,4r)-1-[(2S)-3,3-dimethyl-2-[4-[5-(trifluoromethyl)-2-pyridinyl]triazol-1-yl]butanoyl]-4-hydroxy-N-methyl-pyrrolidine-2-carboxamide CC([C@@H](C(=O)N1[C@@H](C[C@H](C1)O)C(=O)NC)N1N=NC(=C1)C1=NC=C(C=C1)C(F)(F)F)(C)C